BrC1=C(CCN2[C@H]([C@@H](N(CC2=O)CCOCCOCCOCCNC(OC(C)(C)C)=O)C(=O)OC)C2=CC3=CC=CC=C3C=C2)C=CC(=C1)Cl methyl (2R,3S)-4-(2-bromo-4-chlorophenethyl)-1-(2,2-dimethyl-4-oxo-3,8,11,14-tetraoxa-5-azahexadecan-16-yl)-3-(naphthalen-2-yl)-5-oxopiperazine-2-carboxylate